ClC1=CC(=C(CNC=2C=NC=CC2)C=C1)OC 3-[(4-chloro-2-methoxybenzyl)amino]pyridine